5-((5-(2-((1r,3r)-3-aminocyclobutoxy)phenyl)-1H-pyrazol-3-yl)amino)pyrazine-2-carbonitrile NC1CC(C1)OC1=C(C=CC=C1)C1=CC(=NN1)NC=1N=CC(=NC1)C#N